O1CCN(CC1)CCOC1=CC=C2C(=N1)SC(=N2)N 5-(2-morpholinoethoxy)thiazolo[5,4-b]pyridin-2-amine